COC1=C(C=CC(=C1)C(F)(F)F)C1=CC(=C(N=N1)O)C 6-(2-methoxy-4-(trifluoromethyl)phenyl)-4-methylpyridazin-3-ol